C(C)(C)N1N=C(C=2C=NC(=CC21)NC2=NC(=NC=C2)N2CCC(CC2)OC)N2CCN(CC2)CC2=CC=C(C=C2)C2C(NC(CC2)=O)=O 3-(4-((4-(1-isopropyl-6-((2-(4-methoxypiperidin-1-yl)pyrimidin-4-yl)amino)-1H-pyrazolo[4,3-c]pyridin-3-yl)piperazin-1-yl)methyl)phenyl)piperidine-2,6-dione